2-((S)-1-(5-(((R)-1-(dimethylamino)propan-2-yl)oxy)-4-((5-fluoroquinolin-6-yl)amino)quinazolin-7-yl)pyrrolidin-3-yl)propan-2-ol CN(C[C@@H](C)OC1=C2C(=NC=NC2=CC(=C1)N1C[C@H](CC1)C(C)(C)O)NC=1C(=C2C=CC=NC2=CC1)F)C